6-(1-(5-methylisoxazol-3-yl)cyclopropyl)quinoline-4-carboxamide CC1=CC(=NO1)C1(CC1)C=1C=C2C(=CC=NC2=CC1)C(=O)N